N1(CCC1)C(CN1C(N(C2=NC=C(C=C21)C2=CC(=C(C=C2)OCCF)C(F)(F)F)C(C2=CC=CC=C2)(C2=CC=CC=C2)C2=CC=CC=C2)=O)=O 1-(2-(azetidin-1-yl)-2-oxoethyl)-6-(4-(2-fluoroethoxy)-3-(trifluoromethyl)phenyl)-3-trityl-1,3-dihydro-2H-imidazo[4,5-b]pyridin-2-one